FC1=C(C(=O)OC)C=CC(=C1F)[N+](=O)[O-] methyl 2,3-difluoro-4-nitrobenzoate